(E)-3-(4-hydroxy-3,5-dimethoxybenzylidene)pyrrolidine-2,5-dione OC1=C(C=C(\C=C/2\C(NC(C2)=O)=O)C=C1OC)OC